OC1=C(C=CC(=C1)CC=O)[O-] 2-hydroxy-4-(2-oxoethyl)phenolate